3-methyl-4-(4-(trifluoromethyl)phenyl)pyrrolidine CC1CNCC1C1=CC=C(C=C1)C(F)(F)F